(9-Methyl-1,3,5,6,7,8-hexahydro-pyrrolo[3,4-b]quinolin-2-yl)-[1-(2-trifluoromethyl-pyridin-4-yl)-pyrrolidin-3(R)-yl]-methanone CC1=C2C(=NC=3CCCCC13)CN(C2)C(=O)[C@H]2CN(CC2)C2=CC(=NC=C2)C(F)(F)F